C(C)(C)(C)OC(=O)NC=1C=CC(=C(C1)B(O)O)F (5-((tert-butoxycarbonyl)amino)-2-fluorophenyl)boronic acid